(R)-5-methyl-2-(oxetan-2-ylmethoxy)benzaldehyde CC=1C=CC(=C(C=O)C1)OC[C@@H]1OCC1